Ethyl 1-cyclopropyl-7-(1-((2,4-diaminopyrimidin-5-yl)methyl)indolin-5-yl)-6,8-difluoro-4-oxo-1,4-dihydroquinoline-3-carboxylate ethanesulfonate C(C)S(=O)(=O)O.C1(CC1)N1C=C(C(C2=CC(=C(C(=C12)F)C=1C=C2CCN(C2=CC1)CC=1C(=NC(=NC1)N)N)F)=O)C(=O)OCC